OC1=NC(=C2NC=NC2=N1)NC1=C(C=CC=C1)F 2-hydroxy-6-(2-fluoroanilino)purine